FC(CCCCCCCCCCCCCCCCCC=C)(F)F 20,20,20-trifluoro-1-icosene